(R)-5-chloro-3-methyl-2-(1-methyl-5-((1-methylpyrrolidin-3-yl)oxy)-1H-imidazo[4,5-b]pyrazin-2-yl)phenol formate Salt C(=O)O.ClC=1C=C(C(=C(C1)O)C1=NC=2C(=NC=C(N2)O[C@H]2CN(CC2)C)N1C)C